5-[(2-chloro-6-fluorophenyl)methyl]-4-[(3,3-difluorocyclopentyl)methyl]-2-ethyl-2,4-dihydro-3H-1,2,4-triazol-3-one ClC1=C(C(=CC=C1)F)CC=1N(C(N(N1)CC)=O)CC1CC(CC1)(F)F